thiadiazol-5(4H)-one S1N=NCC1=O